N-((1-(cyclopropylamino)cycloheptyl)methyl)-4-(pyridin-2-ylethynyl)benzamide C1(CC1)NC1(CCCCCC1)CNC(C1=CC=C(C=C1)C#CC1=NC=CC=C1)=O